Cl.CSC1=CC=C(C=C1)[C@@H](C)N (R)-1-(4-(methylthio)phenyl)ethan-1-amine hydrochloride